N-(2-(4-hydroxypiperidin-1-yl)-5-(trifluoromethyl)pyridin-3-yl)-5-(pyrazin-2-yl)furan-2-carboxamide OC1CCN(CC1)C1=NC=C(C=C1NC(=O)C=1OC(=CC1)C1=NC=CN=C1)C(F)(F)F